C(CCCC)OCCCCCN 5-(pentyloxy)pentan-1-amine